C(C1=CC=CC=C1)N1N=C(C=C1\N=C(\CC(=O)OC)/C)C Methyl (E)-3-((1-benzyl-3-methyl-1H-pyrazol-5-yl)imino)butanoate